CN(CC(=O)NCCNC(=O)C1=CC2=C(N(C(=N2)NC=2SC3=C(N2)C=CC(=C3)Cl)C)C=C1)C 2-(6-Chloro-benzothiazol-2-ylamino)-1-methyl-1H-benzoimidazole-5-carboxylic acid [2-(2-dimethylamino-acetylamino)-ethyl]-amide